N1(CCCC2=CC=CC=C12)C(=O)ON=CC1=CC(=CC=C1)Cl 3-chlorobenzaldehyde O-(1,2,3,4-tetrahydroquinoline-1-carbonyl) oxime